7-(5-Cyclopropylpyrimidin-2-yl)-4,7-diazaspiro[2.5]octane C1(CC1)C=1C=NC(=NC1)N1CCNC2(CC2)C1